4-(5-(3-chloro-5-(trifluoromethyl)phenyl)-5-(Trifluoromethyl)-4,5-dihydroisoxazol-3-yl)-1-naphthoic acid ClC=1C=C(C=C(C1)C(F)(F)F)C1(CC(=NO1)C1=CC=C(C2=CC=CC=C12)C(=O)O)C(F)(F)F